S1S[C@@H](CC1)CCCCC(=O)OCCN1CCN(CC1)CCO[Si](C)(C)C(C)(C)C 2-(4-(2-((tert-Butyldimethylsilyl)oxy)ethyl)piperazin-1-yl)ethyl (R)-5-(1,2-dithiolan-3-yl)pentanoate